CCOCCOCCOC=C 2-(2-ethoxy)ethoxyethylvinyl ether